BrC=1C(=NC(=C(C1)C(F)(F)F)C)N1CCC(CCC1)(F)F 1-[3-bromo-6-methyl-5-(trifluoromethyl)-2-pyridinyl]-4,4-difluoro-azepane